2-methyl-5-(9-methyl-3-oxa-7,9-diazabicyclo[3.3.1]nonan-7-yl)-N-(1-(7-methylquinolin-5-yl)cyclopropyl)benzamide CC1=C(C(=O)NC2(CC2)C2=C3C=CC=NC3=CC(=C2)C)C=C(C=C1)N1CC2COCC(C1)N2C